6-(3-amino-6-(4-((1S,5R)-3-cyclobutyl-3-azabicyclo[3.1.0]hexan-1-yl)phenyl)-5-fluoropyrazin-2-yl)-4-fluoroisoquinolin-1(2H)-one NC=1C(=NC(=C(N1)F)C1=CC=C(C=C1)[C@]12CN(C[C@@H]2C1)C1CCC1)C=1C=C2C(=CNC(C2=CC1)=O)F